1-((4-(2-amino-7H-pyrrolo[2,3-d]pyrimidin-7-yl)pyridin-2-yl)ethynyl)cyclohexan-1-ol NC=1N=CC2=C(N1)N(C=C2)C2=CC(=NC=C2)C#CC2(CCCCC2)O